4-(difluoromethyl)-5-fluoropyridine FC(C1=CC=NC=C1F)F